F[B-](F)(F)F.[Cu+].C(C)#N (acetonitrile) copper (I) tetrafluoroborate